ClC(C(=O)NC1=CC=CC=C1)C1=CC=C(C=C1)F 2-Chloro-2-(4-fluorophenyl)-N-phenylacetamide